C(#N)C(C(=O)OCCC(C)OC)=C 3-methoxybutyl cyanoacrylate